C(C)(=O)OC1CCN(CC1)C(CCS(=O)(=O)N1C[C@@H]([C@@H](CC1)C1=C(N=C(N1)C1=NC=C(C=C1)F)Cl)C)=O [1-[3-[[(3R,4R)-4-[4-Chloro-2-(5-fluoro-2-pyridyl)-1H-imidazol-5-yl]-3-methyl-1-piperidyl]sulfonyl]propanoyl]-4-piperidyl] acetate